Pyridinium para-toluenesulphonate CC1=CC=C(C=C1)S(=O)(=O)[O-].[NH+]1=CC=CC=C1